(R)-1-(4-chlorophenyl)ethyl 4-(6-(1-methyl-1H-pyrazol-4-yl)pyrazolo[1,5-a]pyridin-3-yl)piperazine-1-carboxylate CN1N=CC(=C1)C=1C=CC=2N(C1)N=CC2N2CCN(CC2)C(=O)O[C@H](C)C2=CC=C(C=C2)Cl